[K].OC1=C(C=C(C=C1)O)S(=O)(=O)O 2,5-Dihydroxybenzenesulfonic acid potassium